OC1=C(C(=CC(=C1)C(F)(F)F)C)C=1C=C(C=2C(N1)=NN(C2)C2CCC(N(C2)C)=O)C 5-(6-(2-hydroxy-6-methyl-4-(trifluoromethyl)phenyl)-4-methyl-2H-pyrazolo[3,4-b]pyridin-2-yl)-1-methylpiperidin-2-one